N-(3-(1H-pyrazol-1-yl)benzyl)-N-(3-methoxybenzyl)-4-(2-morpholinoethyl)thiazol-2-amine N1(N=CC=C1)C=1C=C(CN(C=2SC=C(N2)CCN2CCOCC2)CC2=CC(=CC=C2)OC)C=CC1